COC=1C=C2C(=CC=NC2=CC1OC)OC1=C(C=C(C=C1)NC(=O)C1=CN(C=C(C1=O)C1=CC=C(C=C1)F)C(C)C)F N-[4-(6,7-dimethoxyquinolin-4-yl)oxy-3-fluorophenyl]-5-(4-fluorophenyl)-4-oxo-1-propan-2-ylpyridine-3-carboxamide